O=C1NC(CCC1N1C(NC2=C(C1=O)C(=C(S2)N2CCN(CC2)CC2CCN(CC2)C2=CC=C(N=N2)C(=O)N)C)=O)=O 6-(4-((4-(3-(2,6-dioxopiperidin-3-yl)-5-methyl-2,4-dioxo-1,2,3,4-tetrahydrothieno[2,3-d]pyrimidin-6-yl)piperazin-1-yl)methyl)piperidin-1-yl)pyridazin-3-carboxamide